(R)-3-phenyl-5-(1-phenylallyl)pyridine C1(=CC=CC=C1)C=1C=NC=C(C1)[C@H](C=C)C1=CC=CC=C1